COC1=C(C=CC(=C1)OC)C=CC=CC1=CC=C(C=C1)OC 1-(2',4'-dimethoxyphenyl)-4-(4'-methoxyphenyl)-1,3-butadiene